C(C=C)OC1=C(C#N)C(=CC(=C1)Br)F 2-(allyloxy)-4-bromo-6-fluorobenzonitrile